8-(6-(difluoromethyl)pyridin-3-yl)-N-((5-fluoro-2,3-dihydrobenzofuran-4-yl)methyl)-1-(methylsulfonyl)imidazo[1,5-c]pyrimidin-5-amine FC(C1=CC=C(C=N1)C=1C=2N(C(=NC1)NCC1=C(C=CC3=C1CCO3)F)C=NC2S(=O)(=O)C)F